CN1CCN(CC1)NC1=C(C=CC=C1)OC(F)(F)F (4-methylpiperazin-1-yl)-2-(trifluoromethoxy)aniline